ClC1=CC(=C(C(=O)N(C)C)C=C1S(NO)(=O)=O)O 4-chloro-2-hydroxy-5-(hydroxysulfamoyl)-N,N-dimethylbenzamide